2-FORMYL-5-NITROBENZOIC ACID C(=O)C1=C(C(=O)O)C=C(C=C1)[N+](=O)[O-]